2-[(2s)-4-[8-chloro-7-(8-methyl-1-naphthyl)-2-[[(2s)-1-methylpyrrolidin-2-yl]methoxy]pyrido[4,3-d]pyrimidin-4-yl]piperazin-2-yl]acetonitrile ClC1=C(N=CC2=C1N=C(N=C2N2C[C@@H](NCC2)CC#N)OC[C@H]2N(CCC2)C)C2=CC=CC1=CC=CC(=C21)C